CNCCCCCNC N,N'-dimethyl-1,5-pentanediamine